C(C1=CC=CC=C1)OC1=CC=C(NC2=C(C=NC3=CC(=C(C=C23)NC(\C=C\C=2C=NC=CC2)=O)OCC)C#N)C=C1 (E)-N-(4-(4-(benzyloxy)anilino)-3-cyano-7-ethoxyquinolin-6-yl)-3-(pyridin-3-yl)acrylamide